3-(4,6-difluoro-5-(4-hydroxy-1-((4-methoxypyridin-2-yl)methyl)piperidin-4-yl)-1-oxoisoindolin-2-yl)piperidine-2,6-dione FC1=C2CN(C(C2=CC(=C1C1(CCN(CC1)CC1=NC=CC(=C1)OC)O)F)=O)C1C(NC(CC1)=O)=O